C1(CC1)N1N=CC(=C1)N1C(=CC(C2=CC(=C(C=C12)CC=O)F)=C=O)C 2-(1-(1-cyclopropyl-1H-pyrazol-4-yl)-6-fluoro-2-methyl-4-carbonyl-1,4-dihydroquinolin-7-yl)acetaldehyde